4-amino-6,7-dichloro-2-oxo-1-phenyl-1,2-dihydroquinolin-3-carbonitrile NC1=C(C(N(C2=CC(=C(C=C12)Cl)Cl)C1=CC=CC=C1)=O)C#N